2-(1-(6-chloro-4-isopropyl-2,7-naphthyridin-1-yl)azetidin-3-yl)acetic acid ClC=1C=C2C(=CN=C(C2=CN1)N1CC(C1)CC(=O)O)C(C)C